(1R)-2-Amino-1-(4-fluorophenyl)ethan-1-ol hydrochloride Cl.NC[C@H](O)C1=CC=C(C=C1)F